CC1CCC(CC1)N1C(C=CC1=O)=O N-(4-methylcyclohexyl)maleimide